NC1CCN(CC1)C=1C=C2C(=NN(C(C2=CC1)=O)C1CNCCC1)C 3-[6-(4-aminopiperidin-1-yl)-4-methyl-1-oxo-1,2-dihydrophthalazin-2-yl]piperidin